OC(=O)C(F)(F)F.ClC1=CC2=C(N=N1)SC(=C2)CCN 2-(3-chlorothieno[2,3-c]pyridazin-6-yl)ethan-1-amine TFA salt